C(C1=CC=CC=C1)[C@H]1NC(N(C1=O)C1CC2(CC(C2)OC2=NC=CC=C2C(=O)N)C1)=O 2-({6-[(4R)-4-benzyl-2,5-dioxoimidazolidin-1-yl]spiro[3.3]heptane-2-yl}oxy)pyridine-3-carboxamide